C1(=CC(=CC2=CC=C(C=C12)C(=O)O)C(=O)O)C(=O)O 1,3,7-naphthalenetricarboxylic acid